C(#N)C=1C=C(C=CC1)[C@@H](CC(=O)NC)NC1=NC(=NC=2CCCCC12)N1CC2(CN(C2)C(C=C)=O)CC1 (3R)-3-(3-cyanophenyl)-N-methyl-3-((2-(2-(2-propenoyl)-2,6-diazaspiro[3.4]octan-6-yl)-5,6,7,8-tetrahydro-4-quinazolinyl)amino)propanamide